sodium 6-((1H-pyrrolo[2,3-b]pyridin-5-yl)methyl)-4,5,6,7-tetrahydrothieno[2,3-c]pyridine-3-carboxylate N1C=CC=2C1=NC=C(C2)CN2CC1=C(CC2)C(=CS1)C(=O)[O-].[Na+]